CN(CCCC)CCCC N-methyl-dibutylamine